N-methyl-2-phenyl-1,3,4-thiadiazole-3-carboxamide CNC(=O)N1C(SC=N1)C1=CC=CC=C1